COC1(CC[NH2+]CC1)C#CC=1C=NC=NC1 4-Methoxy-4-(pyrimidin-5-ylethynyl)piperidin-1-ium